BrC=1SC2=C(N1)C=C(C(=C2)O[C@@H]2[C@@H](CCC2)O)F |r| rac-cis-2-((2-bromo-5-fluorobenzo[d]thiazol-6-yl)oxy)cyclopentanol